Methyl N-(2-amino-2-methylpropyl)-N-{1-[3-fluoro-5-(trifluoromethyl)phenyl]cyclobutyl}carbamate NC(CN(C(OC)=O)C1(CCC1)C1=CC(=CC(=C1)C(F)(F)F)F)(C)C